6-(Azetidin-1-yl)-N-(2-cyclopentyl-6-methylbenzene-1-sulfonyl)-4-fluoro-1-benzofuran-2-carboxamide N1(CCC1)C1=CC2=C(C=C(O2)C(=O)NS(=O)(=O)C2=C(C=CC=C2C)C2CCCC2)C(=C1)F